rel-N-[(3S,4R)-4-(([(1s,4S)-4-(cyclopropylmethoxy)cyclohexyl]oxy)methyl)-7-methyl-6-oxo-1,3,4,6-tetrahydro-2H-quinolizin-3-yl]methanesulfonamide C1(CC1)COC1CCC(CC1)OC[C@H]1[C@H](CCC2=CC=C(C(N12)=O)C)NS(=O)(=O)C |o1:13,14|